1,4-bismaleimido-2-methylbenzene C1(C=CC(N1C1=C(C=C(C=C1)N1C(C=CC1=O)=O)C)=O)=O